ClC1=C(C(=CC=C1)OC)N1C=CC2=C(C(=CC=C12)N1CCC2(CCCN2)CC1)CO (1-(2-chloro-6-methoxyphenyl)-5-(1,8-diazaspiro[4.5]decan-8-yl)-1H-indol-4-yl)methanol